{3-[(3S,4S)-4-amino-3-methyl-2-oxa-8-azaspiro[4.5]dec-8-yl]-6-{[3-chloro-2-(methylamino)pyridin-4-yl]mercapto}-5-methylpyrazin-2-yl}methanol N[C@@H]1[C@@H](OCC12CCN(CC2)C=2C(=NC(=C(N2)C)SC2=C(C(=NC=C2)NC)Cl)CO)C